N-[1-[2-[4-(3-cyano-1-piperidyl)-1-piperidyl]-2-oxo-ethyl]-3-[2-(difluoromethoxy)-5-isopropylsulfanyl-phenyl]pyrazol-4-yl]pyrazolo[1,5-a]pyrimidine-3-carboxamide C(#N)C1CN(CCC1)C1CCN(CC1)C(CN1N=C(C(=C1)NC(=O)C=1C=NN2C1N=CC=C2)C2=C(C=CC(=C2)SC(C)C)OC(F)F)=O